ethyl 5-methyl-1-(pyridin-3-yl)-1H-pyrazole-3-carboxylate CC1=CC(=NN1C=1C=NC=CC1)C(=O)OCC